F[C@@H]1[C@@H](C1)C(=O)NC1=CC=C2C(=N1)N(C=C2C=2C=CC=1N(C2)C=CN1)COCC[Si](C)(C)C (1S,2S)-2-fluoro-N-(3-[imidazo[1,2-a]pyridin-6-yl]-1-[[2-(trimethylsilyl)ethoxy]methyl]pyrrolo[2,3-b]pyridin-6-yl)cyclopropane-1-carboxamide